C1(CCCCC1)CC(C(=O)OCC(C)(C)C)CC(=O)OCC(C)(C)C di-neopentyl cyclohexylmethylsuccinate